(R)-2-(4-chlorophenyl)-4-(cyclohexylamino)-1-(4-((5R,7R)-7-hydroxy-5-methyl-6,7-dihydro-5H-cyclopenta[d]pyrimidin-4-yl)piperazin-1-yl)butan-1-one ClC1=CC=C(C=C1)[C@H](C(=O)N1CCN(CC1)C=1C2=C(N=CN1)[C@@H](C[C@H]2C)O)CCNC2CCCCC2